C(C)(C)S(=O)(=O)C1=CC=C(C=C1)C=1N=CC(=NC1)C(=O)N 5-(4-(isopropylsulfonyl)phenyl)pyrazine-2-carboxamide